4-(2-hydroxyethyl)-N-(1H-indol-3-yl)piperazine-1-carboxamide OCCN1CCN(CC1)C(=O)NC1=CNC2=CC=CC=C12